(E)-4-(chloromethyl)-2-(2-fluoro-4-(trifluoromethyl)styryl)thiazole ClCC=1N=C(SC1)\C=C\C1=C(C=C(C=C1)C(F)(F)F)F